(R)-6-methyl-5-((1-methyl-8-(1-methyl-1H-pyrazol-4-yl)-1H-pyrazolo[3,4-d]pyrrolo[1,2-b]pyridazin-3-yl)amino)-N-(2-(3-methylpyrrolidin-1-yl)ethyl)nicotinamide CC1=NC=C(C(=O)NCCN2C[C@@H](CC2)C)C=C1NC1=NN(C=2C=3N(N=CC21)C=C(C3)C=3C=NN(C3)C)C